C(CCCC)C=CC(=O)O 3-pentylacrylic acid